(5-((Tetrahydro-2H-pyran-2-yl)oxy)pyridin-3-yl)methanol O1C(CCCC1)OC=1C=C(C=NC1)CO